ClC1=C(C(=O)NC2(CCN(CC2)C2=NC=C(N=C2)C=2C=3N(C=C(C2)OCC)N=C2C3C=NN2)C)C=C(C=C1)F 2-Chloro-N-(1-(5-(6-ethoxy-1H-pyrazolo[3',4':3,4]pyrazolo[1,5-a]pyridine-4-yl)pyrazin-2-yl)-4-methylpiperidin-4-yl)-5-fluorobenzamide